C(C1=CC=CC=C1)N1C(C=2C=C(C(=NC2C=C1)C)C(=O)NCC1=NC=CC=C1F)=O 6-benzyl-N-((3-fluoropyridin-2-yl)methyl)-2-methyl-5-oxo-5,6-dihydro-1,6-naphthyridine-3-carboxamide